C1(=CC=CC=C1)C1=C(C(=C(C=C1)C1=CC=CC=C1)C1=NN=NC(=C1C1=CC=CC=C1)C1=CC=CC=C1)C1=CC=CC=2SC3=C(C21)C=CC=C3 phenyldibenzothiophenyl-(diphenyltriazinyl)biphenyl